Cl.C(C)(C)[C@H]1[C@@H](C[C@@H](CC1)C)C(=O)NCC=1C=C2CCNCC2=CC1 (1R,2S,5R)-2-isopropyl-5-methyl-N-((1,2,3,4-tetrahydroisoquinolin-6-yl)methyl)cyclohexanecarboxamide hydrochloride